(1-(1H-indol-3-yl)hexan-2-yl)-7-(3,3-difluorocyclobutyl)-5,6,7,8-tetrahydroimidazo[1,2-a]pyrazine-2-carboxamide N1C=C(C2=CC=CC=C12)CC(CCCC)C1=C(N=C2N1CCN(C2)C2CC(C2)(F)F)C(=O)N